3-(2-(hexahydrocyclopenta[c]pyrrol-2(1H)-yl)ethyl)-6-propylbenzo[d]thiazol-2(3H)-one hydrochloride Cl.C1N(CC2C1CCC2)CCN2C(SC1=C2C=CC(=C1)CCC)=O